[3-[(4-chlorophenyl)carbamoyl]-5,6-dihydro-4H-cyclopenta[b]thiophen-2-yl]-1-sulfamoyl-piperidine-3-carboxamide ClC1=CC=C(C=C1)NC(=O)C=1C2=C(SC1C1N(CCCC1C(=O)N)S(N)(=O)=O)CCC2